NCC1=CC(=C2C(NC(C2=C1)=O)C1=C(C=CC=C1)C)NC(=O)C=1C2=C(SC1)C=CC=C2 N-(6-(aminomethyl)-1-oxo-3-(o-tolyl)isoindolin-4-yl)benzo[b]thiophene-3-carboxamide